COC=1C=C(CN(C2CC3=C(N(N=C3CC2)C2=NC=CC=C2)O)C)C=CC1 5-[(3-Methoxybenzyl)methylamino]-2-(pyridin-2-yl)-4,5,6,7-tetrahydro-2H-indazol-3-ol